FC(C(CCCC1=CC=C(C=C1)F)=O)(F)F 1,1,1-trifluoro-5-(4-fluorophenyl)pentan-2-one